O-(((1r,4r)-4-((tert-butyldimethylsilyl)oxy)cyclohexyl)methyl) hydrazinecarbothioate N(N)C(OCC1CCC(CC1)O[Si](C)(C)C(C)(C)C)=S